(2S,3S,4R)-ethyl 4-(((benzyloxy)carbonyl)amino)-2,3-dimethyl-1,2,3,4-tetrahydroquinoline-6-carboxylate C(C1=CC=CC=C1)OC(=O)N[C@@H]1[C@H]([C@@H](NC2=CC=C(C=C12)C(=O)OCC)C)C